O1-benzyl O2-methyl (2S,4S)-4-[(6-bromo-4-methyl-2-pyridyl)amino]pyrrolidine-1,2-dicarboxylate BrC1=CC(=CC(=N1)N[C@H]1C[C@H](N(C1)C(=O)OCC1=CC=CC=C1)C(=O)OC)C